CC1=CC=NN1C[C@H](CF)F |o1:7| 5-methyl-1-[rel-(2R)-2,3-difluoropropyl]Pyrazole